3-(4-{8-amino-3-methyl-5-[1-(prop-2-enoyl)-1,2,3,6-tetrahydropyridin-4-yl]imidazo[1,5-a]pyrazin-1-yl}naphthalen-1-yl)-1-[3-(trifluoromethyl)phenyl]urea NC=1C=2N(C(=CN1)C=1CCN(CC1)C(C=C)=O)C(=NC2C2=CC=C(C1=CC=CC=C21)NC(NC2=CC(=CC=C2)C(F)(F)F)=O)C